C12C(C(N3CCCCC3C(OCCC(CC=CCCC(CCCC=CC=CC=CCCC(CCC1)O2)=O)=O)=O)=O)=O 11,36-dioxa-4-aza-tricyclo[30.3.1.04,9]hexatriaconta-16,24,26,28-tetraene-2,3,10,14,20-pentaone